2-(3,6-dichloropyridin-2-yl)-1-methyl-5-(trifluoromethylthio)benzimidazole ClC=1C(=NC(=CC1)Cl)C1=NC2=C(N1C)C=CC(=C2)SC(F)(F)F